5-(6-bromopyridin-2-yl)oxazole BrC1=CC=CC(=N1)C1=CN=CO1